5-chlorofuro[2,3-c]pyridine-2-carboxamide ClC=1C=C2C(=CN1)OC(=C2)C(=O)N